C(C)C(CC=C(C(=O)O)CC(=O)O)CCCC.C(C(=C)CC(=O)O)(=O)OCCCCCC(C)C monoisooctyl itaconate (mono-2-ethylhexyl itaconate)